3-((1-(cyclopropylmethyl)-1H-imidazol-5-yl)methyl)aminobenzoic acid methyl ester COC(C1=CC(=CC=C1)NCC1=CN=CN1CC1CC1)=O